C1(=CC=CC=C1)N(C1=CC=C(C=C1)NC1=CC=C(C=C1)C)C1=CC=CC=C1 N1,N1-diphenyl-N4-(p-tolyl)benzene-1,4-diamine